C(#N)C1=NC(=C2C=C(N=CC2=C1)N[C@@H]1CN(CCC1)C(=O)OC(C)(C)C)SC Tert-butyl (S)-3-((7-cyano-5-(methylthio)-2,6-naphthyridin-3-yl)amino)piperidine-1-carboxylate